CC1=NC2=CC=C(C=C2C=C1Cl)C(=O)OC(CN1CCN(CC1)CCCCCCN1C=CC2=CC(=CC=C12)OC)(CN1N=CN=C1)C1=C(C=C(C=C1)F)F 2-(2,4-difluorophenyl)-1-(4-(6-(5-methoxy-1H-indol-1-yl)hexyl)piperazin-1-yl)-3-(1H-1,2,4-triazol-1-yl)propan-2-ol methyl-3-chloroquinoline-6-carboxylate